2-[1-[(6-chloropyridin-3-yl)methyl]-5-oxopyrrolidin-2-yl]-N-methylsulfonylacetamide ClC1=CC=C(C=N1)CN1C(CCC1=O)CC(=O)NS(=O)(=O)C